FC1=CC=C(C=2C=NN(C12)C1OCCCC1)C(=O)C1=NC(=C(C=C1NC(OC(C)(C)C)=O)C)OCCC=O tert-Butyl N-[2-(7-fluoro-1-tetrahydropyran-2-yl-indazole-4-carbonyl)-5-methyl-6-(3-oxopropoxy)-3-pyridyl]carbamate